4-(4-((3-phenyl-4,5-dihydroisoxazol-5-yl)sulfonyl)-3,4-dihydro-2H-pyrido[4,3-b][1,4]oxazin-8-yl)-benzonitrile C1(=CC=CC=C1)C1=NOC(C1)S(=O)(=O)N1C2=C(OCC1)C(=CN=C2)C2=CC=C(C#N)C=C2